C[C@H](/C=C/[C@H](C)C(C)C)[C@H]1CC[C@@H]2[C@@]1(CC[C@H]3C2=CC(=O)[C@@]4([C@@]3(CC[C@@H](C4)O)C)O)C The molecule is an ergostanoid that is (22E)-ergosta-7,22-diene substituted by hydroxy groups at position 3 and 5 and an oxo group at position 6 (the 3beta,5alpha stereoisomer). It has been isolated from Aspergillus ochraceus. It has a role as an Aspergillus metabolite. It is an ergostanoid, a 3beta-hydroxy steroid, a 5alpha-hydroxy steroid, a 6-oxo steroid and a tertiary alpha-hydroxy ketone.